ClC1=C(C(=O)C2C(CCCC2=O)=O)C=CC(=C1)S(=O)(=O)C 2-(2'-chloro-4'-methylsulfonylbenzoyl)-1,3-cyclohexanedione